NCC(=O)N(C1CC1)C(C(C)C)C1=C(C(=CC=C1)C#N)F 2-Amino-N-(1-(3-cyano-2-fluorophenyl)-2-methylpropyl)-N-cyclopropylacetamide